COC(=O)[C@H]1[C@H](CC1)C(=O)O cis-cyclobutane-1,2-dicarboxylic acid monomethyl ester